5-BENZOXAZOLOL O1C=NC2=C1C=CC(=C2)O